CN1C(=CC2=CC(=CC=C12)NC(=O)NCC1=CC=NC=C1)C1=CC=CC=C1 N-(1-methyl-2-phenyl-1H-indol-5-yl)-N'-[(pyridin-4-yl)methyl]urea